disodium trisulfide [S-]S[S-].[Na+].[Na+]